5-(Dimethylamino)naphthalene-1-sulfonyl chloride CN(C1=C2C=CC=C(C2=CC=C1)S(=O)(=O)Cl)C